1-(4-ethyl-2-methoxy-5-methyl-phenyl)-3-[(1S)-1-(2-pyrimidin-2-yl-1,2,4-triazol-3-yl)ethyl]urea C(C)C1=CC(=C(C=C1C)NC(=O)N[C@@H](C)C=1N(N=CN1)C1=NC=CC=N1)OC